2,6-dibutyl-4-methyl-phenol C(CCC)C1=C(C(=CC(=C1)C)CCCC)O